3-fluoro-1-naphthalenecarbonitrile FC=1C=C(C2=CC=CC=C2C1)C#N